Z-11-Hexadecenal C(CCCCCCCCC\C=C/CCCC)=O